pyrazolo[3,4-f][1,4]oxazepine N1=NC=C2C1=CN=CCO2